1-(6-amino-5-fluoro-3-methylpyridin-2-yl)-N-(5-cyano-2-methyl-6-(2H-1,2,3-triazole-2-Yl)pyridin-3-yl)-5-(trifluoromethyl)-1H-pyrazole-4-carboxamide NC1=C(C=C(C(=N1)N1N=CC(=C1C(F)(F)F)C(=O)NC=1C(=NC(=C(C1)C#N)N1N=CC=N1)C)C)F